COC(=O)[C@]12C=C[C@@H](CC1)C2 (1R,4S)-bicyclo[2.2.1]hept-2-ene-1-carboxylic acid methyl ester